CN1CCC(CC1)(C)C=1SC2=C(N1)C=C(C=C2)C2=NC[C@H](CC2)C (S)-2-(1,4-dimethylpiperidin-4-yl)-5-(5-methyl-3,4,5,6-tetrahydropyridin-2-yl)benzo[d]thiazole